(E)-3-methyl-4-((4-(4-methylbenzamido)butyl)amino)-4-oxobut-2-en-1-yl acetate C(C)(=O)OC\C=C(\C(=O)NCCCCNC(C1=CC=C(C=C1)C)=O)/C